N-(5-(2-(3,3-dimethyl-azetidin-1-yl)acetamido)-2-methylpyridin-3-yl)pyrazolo[5,1-b]Thiazole-7-carboxamide CC1(CN(C1)CC(=O)NC=1C=C(C(=NC1)C)NC(=O)C=1C=NN2C1SC=C2)C